(2S)-N-[2-(1H-imidazol-5-yl)ethyl]pyrrolidine-2-carboxamide N1C=NC=C1CCNC(=O)[C@H]1NCCC1